NC1=CC=C(C=C1)C1=NC2=CC=C(C=C2N=C1C1=CC=CC=C1)N 2-(4-aminophenyl)-3-phenyl-6-aminoquinoxaline